C(C1=CC=CC=C1)S(=O)(=O)OCCOS(=O)(=O)CC1=CC=CC=C1 1,2-bis(toluenesulfonyl-Oxy)ethane